(E)-N'-(2-ethoxy-3,5-dimethoxybenzylidene)-6-(4-ethoxyphenyl)pyrazine-2-carbohydrazide C(C)OC1=C(\C=N\NC(=O)C2=NC(=CN=C2)C2=CC=C(C=C2)OCC)C=C(C=C1OC)OC